3-amino-3-(2-chlorophenyl)-propionic acid NC(CC(=O)O)C1=C(C=CC=C1)Cl